2-[7-(1-ethyl-3-piperidyl)-1,8-naphthyridin-2-yl]-3,5-dimethyl-phenol C(C)N1CC(CCC1)C1=CC=C2C=CC(=NC2=N1)C1=C(C=C(C=C1C)C)O